Tert-butyl (2-((chlorocarbonyl)(methyl)amino)propyl)(methyl)carbamate ClC(=O)N(C(CN(C(OC(C)(C)C)=O)C)C)C